CC1=NOC(=C1)NC1=C2N=CN(C2=NC(=N1)N1CCOCC1)/N=C/C1=CC(=CC=C1)C (E)-3-methyl-N-(9-((3-methylbenzylidene)amino)-2-morpholino-9H-purin-6-yl)isoxazol-5-amine